4-(bromomethyl)-3-fluorobenzaldehyde oxime BrCC1=C(C=C(C=NO)C=C1)F